The molecule is a fatty acid methyl ester isolated from leaves and twigs of Ehretia dicksonii. It exhibits anti-inflammatory and inhibition of lipoxygenase activities. It has a role as a metabolite, an anti-inflammatory agent and a lipoxygenase inhibitor. CC/C=C\\C/C=C\\C=C\\C(CCCCCCCC(=O)OC)O